O1CCC(CC1)NC1=NC=C2N=C(N(C2=N1)C1CCC(CC1)C(=O)N)NC1=C(C(=C(C=C1)F)F)F (1s,4s)-4-(2-(tetrahydro-2H-pyran-4-ylamino)-8-(2,3,4-trifluorophenylamino)-9H-purin-9-yl)cyclohexanecarboxamide